ClC=1C(=CC2=C(N(C(O2)=O)C(C(=O)OCC(CO)(CO)N)C)C1)OCCC 2-amino-2-(hydroxymethyl)propane-1,3-diol 3-(5-chloro-2-oxo-6-propoxybenzo[d]oxazol-3(2H)-yl)propanoate